1-Tert-butyl 5-[1-(cyclopropylmethyl)-7-(3-ethyl-4-pyridyl)-5-[4-(5-fluoro-3-methoxy-2-pyridyl)piperazine-1-carbonyl]indol-2-yl]-3,6-dihydro-2H-pyridine-1-carboxylate C1(CC1)CN1C(=CC2=CC(=CC(=C12)C1=C(C=NC=C1)CC)C(=O)N1CCN(CC1)C1=NC=C(C=C1OC)F)C1=CCCN(C1)C(=O)OC(C)(C)C